N=1N=C(N2C1C=CC=C2)C2CN(CCC2)C2=CC(=NC(=N2)N)NC 6-(3-([1,2,4]triazolo[4,3-a]pyridin-3-yl)piperidin-1-yl)-N4-methylpyrimidine-2,4-diamine